4-chlorophenylsulfonat ClC1=CC=C(C=C1)S(=O)(=O)[O-]